N[C@@H](C)CC (S)-2-aminobutane